di-methyl-(3-trimethoxysilylpropyl)-undecylazanium chloride [Cl-].C[N+](CCCCCCCCCCC)(CCC[Si](OC)(OC)OC)C